trifluorotolueneAcetic acid FC1=C(C(CC(=O)O)(F)F)C=CC=C1